ClC=1C=C(C=CC1C)C=1NC(C=2N(C1)N=C(C2C(F)(F)F)C(=O)OCC)=O ethyl 6-(3-chloro-4-methylphenyl)-4-oxo-3-(trifluoromethyl)-4,5-dihydropyrazolo-[1,5-a]pyrazine-2-carboxylate